ClC=1C(=CC(=C(C1)C1=C(C=C(C=C1)F)C#N)F)C(=O)NC=1C=NC(=C(C1)Cl)N1N=CC=N1 5-chloro-N-(5-chloro-6-(2H-1,2,3-triazol-2-yl)pyridin-3-yl)-2'-cyano-2,4'-difluoro-[1,1'-biphenyl]-4-carboxamide